C(C)(C)NC1CCNCC1 4-(isopropylamino)piperidin